ethyl 3-[1-(4-chlorobutyl)-4-methyl-1H-benzotriazol-5-yl]-3-{3-[(6-hydroxy-2,2-dioxo-2H-1,2λ6,3-benzoxathiazin-3(4H)-yl)methyl]-4-methoxyphenyl}propanoate hydrochloride Cl.ClCCCCN1N=NC2=C1C=CC(=C2C)C(CC(=O)OCC)C2=CC(=C(C=C2)OC)CN2S(OC1=C(C2)C=C(C=C1)O)(=O)=O